COCCOCCO 2-(2-Methoxyethoxy)Ethanol